2-(4-bromo-3-fluorophenyl)oxapropylene BrC1=C(C=C(C=C1)C(=O)C)F